C(C)(C)(C)OC(=O)N1CCC(CC1)N1C(CCC1)C1=NOC=C1 4-[2-(1,2-oxazol-3-yl)pyrrolidin-1-yl]piperidine-1-carboxylic acid tert-butyl ester